N-(2,2-difluorocyclopentyl)-2-fluoro-4-nitroaniline FC1(C(CCC1)NC1=C(C=C(C=C1)[N+](=O)[O-])F)F